S-methyl-S-(4-nitrophenyl)sulfoximine CS(=O)(=N)C1=CC=C(C=C1)[N+](=O)[O-]